2-fluoro-4-(4,4,5,5-tetramethyl-1,3,2-dioxaborolan-2-yl)phenyl 3-fluoropyrrolidine-1-carboxylate FC1CN(CC1)C(=O)OC1=C(C=C(C=C1)B1OC(C(O1)(C)C)(C)C)F